2-(2,6-dioxopiperidin-3-yl)-5-(4-(2-(1-(4-(5-methyl-5H-pyrido[4,3-b]indol-7-yl)phenyl)piperidin-4-yl)ethyl)piperazin-1-yl)isoindoline-1,3-dione O=C1NC(CCC1N1C(C2=CC=C(C=C2C1=O)N1CCN(CC1)CCC1CCN(CC1)C1=CC=C(C=C1)C=1C=CC=2C3=C(N(C2C1)C)C=CN=C3)=O)=O